O=C1NC=2C=C(C=CC2C2=C1CCC2)C(=O)OCC ethyl 4-oxo-1H,2H,3H,5H-cyclopenta[c]quinoline-7-carboxylate